C(C)OC(CC(C1=CC2=C(N(N=N2)C)C(=C1)OC)C1=C2CCN(CC2=CC=C1)C1=CC=C(C=2N(C(COC21)=O)CCC)C2CC2)=O (l)-3-[2-(5-cyclopropyl-3-oxo-4-propyl-2H-1,4-benzoxazin-8-yl)-1,2,3,4-tetrahydroisoquinolin-5-yl]-3-(7-methoxy-1-methyl-1H-benzo[d][1,2,3]triazol-5-yl)propionic acid ethyl ester